methyl ((3-(trimethoxysilyl)propyl)thio)octadecanoate CO[Si](CCCSC(C(=O)OC)CCCCCCCCCCCCCCCC)(OC)OC